(2-bromobenzo[4,5]imidazo[1,2-a]pyridin-9-yl)benzyl alcohol BrC=1C=CC=2N(C1)C1=C(N2)C=CC=C1C(C1=CC=CC=C1)O